1-((2-azabicyclo[2.2.2]octan-3-yl)methyl)-2-thioxo-1,2,3,5-tetrahydro-4H-pyrrolo[3,2-d]pyrimidin-4-one C12NC(C(CC1)CC2)CN2C(NC(C1=C2C=CN1)=O)=S